2-[(2S)-2-[(2,6-dimethyl-4-pyridyl)methyl]pyrrolidin-1-yl]-4-[(2R)-2-methylmorpholin-4-yl]-1H-pyrimidin-6-one CC1=NC(=CC(=C1)C[C@H]1N(CCC1)C=1NC(C=C(N1)N1C[C@H](OCC1)C)=O)C